COC=1C=CC(N(C1)C=1C=NC(=CC1)N[C@@H]1C[C@H](CC1)NC=1N=NC(=CN1)C(=O)NC1COC1)=O 3-(((1S,3S)-3-((5-Methoxy-2-oxo-2H-[1,3'-bipyridin]-6'-yl)amino)cyclopentyl)amino)-N-(oxetan-3-yl)-1,2,4-triazine-6-carboxamide